1-Hexyne C#CCCCC